ClC=1C(=NC(=NC1)NC1=C(C=C(C=C1)N1CCC(CC1)N1CCN(CC1)C)OC)NC=1C=NN(C1)C 5-chloro-N2-(2-methoxy-4-(4-(4-methylpiperazin-1-yl)piperidin-1-yl)phenyl)-N4-(1-methyl-1H-pyrazol-4-yl)pyrimidine-2,4-diamine